O[C@@H](CO)C1=C2C(=NN(C2=CC=C1)C1=CC=C(C=C1)S(F)(F)(F)(F)F)CNC(C=C)=O |r| racemic-N-[[4-(1,2-dihydroxyethyl)-1-[4-(pentafluoro-λ6-sulfanyl)phenyl]indazol-3-yl]methyl]prop-2-enamide